OC1=CC(=C(C=C1)C1=CC(=CC=C1)[N+](=O)[O-])/C=C/C(=O)N (2E)-3-(4-hydroxy-3'-nitrobiphenyl-2-yl)prop-2-enamide